C12CN(CC(CC1)N2)C2=NC(=NC=1CC(CCC21)C2=CC=CC1=CC=CC(=C21)C#C)OCC2(CC2)CN(C)C 1-(1-(((4-(3,8-diazabicyclo[3.2.1]octan-3-yl)-7-(8-ethynylnaphthalen-1-yl)-5,6,7,8-tetrahydroquinazolin-2-yl)oxy)methyl)cyclopropyl)-N,N-dimethylmethanamine